5,5-dimethyl-imidazolidin-4-one CC1(C(NCN1)=O)C